Cl.Cl.NCC=1C=C2C=CN=C(C2=CC1)N 6-(aminomethyl)isoquinoline-1-amine dihydrochloride